COS(=O)(=O)C(F)(F)F Methyltriflat